(4-((3-(7-(((Z)-3-fluoro-1-isopropylpiperidin-4-yl)amino)-3-(2,2,2-trifluoroethyl)benzo[b]thiophen-2-yl)prop-2-yn-1-yl)amino)-3-methoxyphenyl)dimethylphosphine oxide FC1CN(CCC1NC1=CC=CC2=C1SC(=C2CC(F)(F)F)C#CCNC2=C(C=C(C=C2)P(C)(C)=O)OC)C(C)C